N-(3-(3-(4-fluorophenyl)-4-oxo-3,4-dihydrophthalazin-1-yl)phenyl)propan-1-sulfonamide FC1=CC=C(C=C1)N1N=C(C2=CC=CC=C2C1=O)C=1C=C(C=CC1)NS(=O)(=O)CCC